CC=1C(=C(C=C2C(=NC(=NC12)C1CCN(CC1)C)N1CCC2(CN(C2)C(C=C)=O)CC1)C=C)C1=C2C=NNC2=CC=C1C 1-(7-(8-methyl-7-(5-methyl-1H-indazol-4-yl)-2-(1-methylpiperidin-4-yl)-6-vinylquinazolin-4-yl)-2,7-diazaspiro[3.5]non-2-yl)prop-2-en-1-one